CC=1C(=C2C=NNC2=CC1C)C=1C(=CC=2C3=C(C(=NC2C1F)N1CC(C1)(C)N(C)CC)N=NN3[C@@H]3C[C@H](NCC3)CC#N)C 2-((2S,4S)-4-(7-(5,6-dimethyl-1H-indazol-4-yl)-4-(3-(ethyl(methyl)amino)-3-methylazetidin-1-yl)-6-fluoro-8-methyl-1H-[1,2,3]triazolo[4,5-c]quinolin-1-yl)piperidin-2-yl)acetonitrile